N-(5-(1-(4-ethylphenyl)-1H-pyrazol-4-yl)-1H-indol-3-yl)-1-(tetrahydrofuran-2-yl)methanesulfonamide C(C)C1=CC=C(C=C1)N1N=CC(=C1)C=1C=C2C(=CNC2=CC1)NS(=O)(=O)CC1OCCC1